(2R)-3-(tert-butyldisulphanyl)-2-[9H-fluoren-9-ylmethoxycarbonyl-(methyl)amino]propionic acid C(C)(C)(C)SSC[C@@H](C(=O)O)N(C)C(=O)OCC1C2=CC=CC=C2C=2C=CC=CC12